FC=1C=C(C=CC1)N1C[C@@H](CC1)NC1=NC=NC(=C1)N1CCOCC1 (R)-N-(1-(3-Fluorophenyl)pyrrolidin-3-yl)-6-morpholinopyrimidin-4-amine